N-methyl-N-(4-nitrophenyl)methanesulfonamide CN(S(=O)(=O)C)C1=CC=C(C=C1)[N+](=O)[O-]